BrC1=C(C=C(C=C1)CBr)C(O)[2H] (2-bromo-5-(bromomethyl)phenyl)deuteromethane-ol